1-octadecanoyl-2-(9Z-tetradecenoyl)-glycero-3-phosphoserine CCCCCCCCCCCCCCCCCC(=O)OC[C@H](COP(=O)(O)OC[C@@H](C(=O)O)N)OC(=O)CCCCCCC/C=C\CCCC